1,2,4-tribromobenzene BrC1=C(C=C(C=C1)Br)Br